CC1(C(C1)(C1=CC=CC=C1)CN)C 1-(2,2-dimethyl-1-phenylcyclopropyl)methylamine